Cl.FC(C1(CC1)CN)(F)F [1-(trifluoromethyl)cyclopropyl]methylamine HCl